(8-ethyl-7-fluoro-3-(methoxymethoxy)naphthalen-1-yl)-N,N-dimethyl-2-(methylthio)-7,8-dihydro-5H-pyrano[4,3-d]pyrimidin-4-amine C(C)C=1C(=CC=C2C=C(C=C(C12)C1OCCC=2N=C(N=C(C21)N(C)C)SC)OCOC)F